phenoxy anilinetrisulfonate N(C=1C(=CC=CC1)S(=O)(=O)[O-])(S(=O)(=O)OOC1=CC=CC=C1)S(=O)(=O)[O-]